tert-butyl-(2-(4-ethynyl-2,6-dimethylphenoxy)ethoxy)dimethylsilicon C(C)(C)(C)[Si](C)(C)OCCOC1=C(C=C(C=C1C)C#C)C